3-(1-oxo-5-((4-(2-(thiazol-5-yl)benzyl)piperazin-1-yl)methyl)isoindolin-2-yl)piperidine-2,6-dione O=C1N(CC2=CC(=CC=C12)CN1CCN(CC1)CC1=C(C=CC=C1)C1=CN=CS1)C1C(NC(CC1)=O)=O